NCC(=O)NCC(=O)NCCNC(CN=[N+]=[N-])=O 2-amino-N-[2-[2-[(2-azidoacetyl)amino]ethylamino]-2-oxo-ethyl]acetamide